COC=1C=C2C(=NC=NC2=CC1OC)N1CC2(C1)CC(C2)N(S(N)(=O)=O)C2CC2 N-[2-(6,7-di-methoxyquinazoline-4-yl)-2-azaspiro[3.3]hept-6-yl]-N-cyclopropylsulfuric diamide